ClC=1C(=C2C=NN(C2=CC1C)C1OCCCC1)B1OC(C(O1)(C)C)(C)C 5-chloro-6-methyl-1-(oxan-2-yl)-4-(4,4,5,5-tetramethyl-1,3,2-dioxaborolan-2-yl)-1H-indazole